(Z)-2-ethoxy-N'-hydroxyisonicotinamidine C(C)OC=1C=C(/C(=N/O)/N)C=CN1